3,5-dibromo-1-methyl-pyrazin-2-one BrC=1C(N(C=C(N1)Br)C)=O